C(=O)C1CCC(CC1)OC[C@@H](C)NC(OC(C)(C)C)=O tert-butyl N-[(1R)-2-(4-formylcyclohexoxy)-1-methyl-ethyl]carbamate